C(C#C)N(C(=O)OC(C)(C)C)C(=O)OC(C)(C)C 1,3-Bis(1,1-dimethylethyl) 2-(2-propyn-1-yl)imidodicarbonate